C(C)(C)OC=1C=CC(=NC1)C1=NSC(=N1)NC1=NC=CC=C1NC(C)=O N-(2-(3-(5-isopropoxypyridin-2-yl)-1,2,4-thiadiazol-5-ylamino)pyridin-3-yl)acetamide